tert-butyl (5-isopropylpyridin-2-yl)carbamate C(C)(C)C=1C=CC(=NC1)NC(OC(C)(C)C)=O